2-[[2-methyl-5-(1-methyl-pyrazol-3-yl)phenyl]methyl-amino]-5-propyl-4H-[1,2,4]-triazolo[1,5-a]pyrimidin-7-one CC1=C(C=C(C=C1)C1=NN(C=C1)C)CNC1=NN2C(NC(=CC2=O)CCC)=N1